methyl 6-amino-2-(4-((tert-butoxycarbonyl) amino)-4-methylpiperidin-1-yl)-5-iodopyrimidine-4-carboxylate NC1=C(C(=NC(=N1)N1CCC(CC1)(C)NC(=O)OC(C)(C)C)C(=O)OC)I